hydroxypropyl-bisstearylamide OCCCCCCCCCCCCCCCCCCCCC[N-]CCCCCCCCCCCCCCCCCC